C(C1=CC=CC=C1)SC1=C(C=C(C=C1OC)S(=O)(=O)C)OC benzyl(2,6-dimethoxy-4-(methylsulfonyl)phenyl)sulfane